BrC=1C(=NC(=NC1)Cl)NC1=C(C2=C(OCCO2)C=C1)P(C)C (6-((5-bromo-2-chloropyrimidin-4-yl)amino)-2,3-dihydrobenzo[b][1,4]dioxin-5-yl)dimethylphosphine